CC(C)(C(=C)[Sn](CCCC)(CCCC)CCCC)O 2-methyl-3-(tributylstannyl)but-3-en-2-ol